4-(diethylamino)cinnamaldehyde C(C)N(C1=CC=C(C=CC=O)C=C1)CC